FC(C(F)(F)F)(F)C(=O)C(C(F)(F)F)(F)F PENTAFLUOROETHYL KETONE